1-methoxymethyl-2,3,4,5-tetramethylimidazole COCN1C(N(C(=C1C)C)C)C